CN(C)CC1=NC(=C(C2=CC=C(C=C12)OC1=CC=CC=C1)O)C(=O)N 1-((dimethylamino)methyl)4-hydroxy-7-phenoxyisoquinoline-3-carboxamide